FC=1C=C(C=2C3=C(N(C2C1)CC1=CC=C(CP(OCC)(OCC)=O)C=C1)C(=NC(=N3)C)C)F Diethyl (4-((7,9-difluoro-2,4-dimethyl-5H-pyrimido[5,4-b]indol-5-yl)methyl)benzyl)phosphonate